4-(4-bromo-2-fluorophenyl)piperidine BrC1=CC(=C(C=C1)C1CCNCC1)F